N-((2-(4'-Fluoro-2'-(4-methyl-4H-1,2,4-triazol-3-yl)-[1,1'-biphenyl]-3-yl)-7-(trifluoromethyl)benzo[d]oxazol-5-yl)methyl)cyclobutanamine FC1=CC(=C(C=C1)C1=CC(=CC=C1)C=1OC2=C(N1)C=C(C=C2C(F)(F)F)CNC2CCC2)C2=NN=CN2C